NC=1CSC=C(C1)N 3,5-diaminothiopyran